NC1=C(CN2N=CC=3C2=NC(=NC3)C=3C(=NC=NC3C3CC3)O)C=CC(=C1)C=1N(C=C(N1)C(F)(F)F)C(C)C 5-(1-(2-amino-4-(1-isopropyl-4-(trifluoromethyl)-1H-imidazol-2-yl)benzyl)-1H-pyrazolo[3,4-d]pyrimidin-6-yl)-6-cyclopropylpyrimidin-4-ol